6-methylhexahydro-4H-pyrazino[1,2-a]pyrimidine CC1CNC=C2N1CCCN2